methyl 3-(benzyloxy)-1-((tert-butoxycarbonyl)amino)-4-oxo-5-((2,4,6-trifluorobenzyl)carbamoyl)-1,4-dihydropyridine-2-carboxylate C(C1=CC=CC=C1)OC1=C(N(C=C(C1=O)C(NCC1=C(C=C(C=C1F)F)F)=O)NC(=O)OC(C)(C)C)C(=O)OC